C1(=CC=CC=C1)C(C#N)=CCCCCCC phenylnon-2-enenitrile